NC(C(=O)O)(CCCCB(O)O)CCCN1CC(CCC1)C1=CC=CC=C1 2-amino-6-borono-2-(3-(3-phenylpiperidin-1-yl)propyl)hexanoic acid